2-[2-[(3R)-3-benzyloxybutoxy]ethoxy]-6-bromo-pyridine C(C1=CC=CC=C1)O[C@@H](CCOCCOC1=NC(=CC=C1)Br)C